C=C1C(N(C(C1)=O)CC1CCOCC1)=O 3-methylene-1-((tetrahydro-2H-pyran-4-yl)methyl)-1H-pyrrole-2,5-dione